BrC1=CC=C2C(N(C(NC2=C1)=O)C(C)(C)C)=O 7-Bromo-3-(tert-butyl)quinazoline-2,4(1H,3H)-dione